1-[6-fluoro-4-hydroxy-3-methyl-2-(4-methyltetrahydropyran-4-yl)-8-quinolyl]ethanone FC=1C=C2C(=C(C(=NC2=C(C1)C(C)=O)C1(CCOCC1)C)C)O